N-(3-((2-amino-5-chloropyridin-3-yl)oxy)phenyl)-3-(4-methylpiperazin-1-yl)benzamide NC1=NC=C(C=C1OC=1C=C(C=CC1)NC(C1=CC(=CC=C1)N1CCN(CC1)C)=O)Cl